(E)-3-(4-methyl-styryl)-2,5-diphenylpyridine CC1=CC=C(/C=C/C=2C(=NC=C(C2)C2=CC=CC=C2)C2=CC=CC=C2)C=C1